C(CCCC=CC)=O hept-5-enal